3-(dimethylamino)-1-[2'-(quinolin-3-yl)-5',6'-dihydrospiro[azetidine-3,4'-pyrrolo[1,2-b]pyrazol]-1-yl]propan-1-one CN(CCC(=O)N1CC2(CCN3N=C(C=C32)C=3C=NC2=CC=CC=C2C3)C1)C